2-((3-(2-(m-tolyl)pyrrolidine-1-carbonyl)bicyclo[1.1.1]-pentan-1-yl)amino)-pyrimidine-4-carbonitrile C1(=CC(=CC=C1)C1N(CCC1)C(=O)C12CC(C1)(C2)NC2=NC=CC(=N2)C#N)C